[Dy].[Yb].[Mg] magnesium-ytterbium-dysprosium